5,6-dimethyl-5-octenoic acid CC(CCCC(=O)O)=C(CC)C